tert-butyl (3R)-3-{[4-({3-methyl-4-[(1-methyl-1,3-benzodiazol-5-yl)oxy]phenyl}amino)quinazolin-6-yl]oxy}pyrrolidine-1-carboxylate CC=1C=C(C=CC1OC1=CC2=C(N(C=N2)C)C=C1)NC1=NC=NC2=CC=C(C=C12)O[C@H]1CN(CC1)C(=O)OC(C)(C)C